ClCC/C=C/C1=CC=CC=C1 (E)-4-chloro-1-phenyl-1-buten